2-butyl-1,3-Pentanediol dibenzoate C(C1=CC=CC=C1)(=O)OCC(C(CC)OC(C1=CC=CC=C1)=O)CCCC